FC1=CC=C(C=C1)[C@H]1[C@@H](C1)N(CCC[C@@H](C(=O)O)NC(=O)C1=CC=C(C=C1)N1N=NC=C1)CC=C (2S)-5-[[(1R,2S)-2-(4-fluorophenyl)cyclopropyl](propen-3-yl)amino]-2-[[4-(1H-1,2,3-triazol-1-yl)phenyl]formamido]pentanoic acid